2-(3-(4-ethylphenyl)ureido)-3-phenylpropanamide C(C)C1=CC=C(C=C1)NC(NC(C(=O)N)CC1=CC=CC=C1)=O